CN1N=C(C2=CC=C(C=C12)C(=O)NC=1N=CC=2N(C1)C=C(N2)[C@@H]2N(CCC2)C(=O)OC(C)(C)C)C |r| rac-tert-butyl 2-[6-(1,3-dimethylindazole-6-amido)imidazo[1,2-a]pyrazin-2-yl]pyrrolidine-1-carboxylate